2-fluoro-3',4'-dimethoxy-6-(2H-tetrazol-5-yl)-[1,1'-biphenyl] FC1=C(C(=CC=C1)C=1N=NNN1)C1=CC(=C(C=C1)OC)OC